N[C@H](CN1CN(C([C@H]1CC1=CC=C(C=C1)O)=O)NC(=O)C1CN(C(C1)=O)CC1=CC=C(C=C1)F)C N-((R)-3-((S)-2-aminopropyl)-4-(4-hydroxybenzyl)-5-oxoimidazolidin-1-yl)-1-(4-fluorobenzyl)-5-oxopyrrolidine-3-carboxamide